2,3,4,5,6-pentafluoro-1,1'-biphenyl FC1=C(C(=C(C(=C1F)F)F)F)C1=CC=CC=C1